COC=1C=NC=CC1C1=C(C=C(C=C1)NC([C@H](C(C1=CC=CC=C1)C1=CC=CC=C1)NC(=O)C1=CC=NN1C)=O)C (S)-N-(1-((4-(3-methoxypyridin-4-yl)-3-methylphenyl)amino)-1-oxo-3,3-diphenylpropan-2-yl)-1-methyl-1H-pyrazole-5-carboxamide